OC(CNCCNCC(C)O)C N,N'-bis(2-hydroxypropyl)ethylenediamine